OP(O)(=O)OP(=O)([O-])[O-].[Na+].[Na+].C(=C)C1=CC=C(C=C1)C 1-(4-vinylphenyl)methane disodium dihydrogen pyrophosphate